rac-tert-butyl (4-chlorobenzyl)((1R*,3S*)-3-(difluoromethyl)cyclopentyl)carbamate ClC1=CC=C(CN(C(OC(C)(C)C)=O)[C@H]2C[C@H](CC2)C(F)F)C=C1 |r|